C(C)S(=O)(=O)C=1C(=NC(=CC1)F)C1=NC=2C(=NC=C(C2)C(F)(F)F)N1C 2-[3-(Ethylsulfonyl)-6-fluoropyridin-2-yl]-3-methyl-6-(trifluoromethyl)-3H-imidazo[4,5-b]pyridine